(2r,3s,5r)-2-((((1s,3s,6r)-6-(5-fluoropyrimidin-2-yl)bicyclo[4.1.0]hept-3-yl)oxy)methyl)-5-methyl-3-(propylsulfanyl)pyrrolidine-1-carboxylic acid methyl ester COC(=O)N1[C@@H]([C@H](C[C@H]1C)SCCC)CO[C@@H]1C[C@@H]2C[C@@]2(CC1)C1=NC=C(C=N1)F